((R)-1-((R)-2-benzamido-3-methoxypropanamido)-4-phenyl-butyl)boronic acid C(C1=CC=CC=C1)(=O)N[C@@H](C(=O)N[C@@H](CCCC1=CC=CC=C1)B(O)O)COC